6-amino-2-(4-amino-4-methyl-piperidin-1-yl)-5-(2,3-dichloro-phenyl)-pyrimidine-4-carbonitrile bistrifluoroacetate FC(C(=O)O)(F)F.FC(C(=O)O)(F)F.NC1=C(C(=NC(=N1)N1CCC(CC1)(C)N)C#N)C1=C(C(=CC=C1)Cl)Cl